C1OCC12CN(C2)C2CCC(CC2)N2C(NC1=C2C=C(C(=C1)C=1C(=C(C=2N(C1)N=CN2)C)C)C(C)C)=O 1-(4-(2-oxa-6-azaspiro[3.3]hept-6-yl)cyclohexyl)-5-(7,8-dimethyl-[1,2,4]triazolo[1,5-a]pyridin-6-yl)-6-isopropyl-1,3-dihydro-2H-benzo[d]imidazol-2-one